FC=1C=CC2=C(N=C(OC2=O)C)C1 7-Fluoro-2-methyl-4H-benzo[d][1,3]oxazin-4-one